(S)-7,7-difluorooct-1-en-4-amine FC(CC[C@@H](CC=C)N)(C)F